N-(2-(Dimethylamino)ethyl)-2-((1s,4s)-4-(3-methoxy-4-methylphenylcarbamoyl)cyclohexyl)-7-methyl-3-oxoisoindoline-5-carboxamide CN(CCNC(=O)C=1C=C2C(N(CC2=C(C1)C)C1CCC(CC1)C(NC1=CC(=C(C=C1)C)OC)=O)=O)C